CN(C(=O)C1=CC=C(C=C1)C1=CNC2=NC=C(C=C21)C=2C=C1CCN(CC1=C(C2)C)CCC(=O)O)C 3-(6-(3-(4-(dimethylcarbamoyl)phenyl)-1H-pyrrolo[2,3-b]pyridin-5-yl)-8-methyl-3,4-dihydroisoquinolin-2(1H)-yl)propionic acid